CNCC=1C=C2CN(C(C2=CC1)=O)C1C(NC(CC1)=O)=O 3-(5-((methylamino)methyl)-1-oxoisoindolin-2-yl)piperidine-2,6-dione